dit-butylperoxide C(C)(C)(C)OOC(C)(C)C